NC=1C(NC(=CC1C(=O)OCC)C)=O ethyl 3-amino-6-methyl-2-oxo-1,2-dihydropyridine-4-carboxylate